isooctyl mesylate S(C)(=O)(=O)OCCCCCC(C)C